tert-butyl (R)-(1-hydroxy-3-(trifluoromethoxy)propan-2-yl)carbamate OC[C@H](COC(F)(F)F)NC(OC(C)(C)C)=O